NC1C=CC(CC2C=CC(N)=CC=2)=CC=1 4,4'-Diaminodiphenylmethane